[Co].[C] carbon cobalt